CC(CCCC(C)C)=[Se] isooctaneselon